2,5-furandicarboxylic acid chloride O1C(=CC=C1C(=O)Cl)C(=O)Cl